2-(4-(((tert-butyldimethylsilyl)oxy)methyl)-2-morpholinothiazol-5-yl)propan-2-ol [Si](C)(C)(C(C)(C)C)OCC=1N=C(SC1C(C)(C)O)N1CCOCC1